4-(Phenoxypropylthiomethyl)1,3-dihydroimidazol-2-one O(C1=CC=CC=C1)CCCSCC=1NC(NC1)=O